tert-butyl ((1r,4r)-4-((tert-butoxycarbonyl)amino)cyclohexyl)(2-(6'-carbamoyl-6-chloro-2'-fluoro-3'-(pyrimidin-2-ylmethoxy)-[1,1'-biphenyl]-3-yl)-2-phenylethyl)carbamate C(C)(C)(C)OC(=O)NC1CCC(CC1)N(C(OC(C)(C)C)=O)CC(C1=CC=CC=C1)C=1C=C(C(=CC1)Cl)C1=C(C(=CC=C1C(N)=O)OCC1=NC=CC=N1)F